CC1(OC(=CCC1)C1=NC(=NO1)C=1SC(=CN1)C)C (R)-2,2-dimethyl-6-(3-(5-methylthiazol-2-yl)-1,2,4-oxadiazol-5-yl)-3,4-dihydro-2H-pyran